3,3-Dibutyl-8-hydroxy-2-methyl-7-(methylsulfanyl)-5-phenyl-2,3,4,5-tetrahydro-1,2,5-benzothiadiazepine 1,1-dioxide C(CCC)C1(N(S(C2=C(N(C1)C1=CC=CC=C1)C=C(C(=C2)O)SC)(=O)=O)C)CCCC